(R)-4-(3-bromo-7-(1H-pyrazol-5-yl)pyrazolo[1,5-a]pyrimidin-5-yl)-3-methylmorpholine BrC=1C=NN2C1N=C(C=C2C2=CC=NN2)N2[C@@H](COCC2)C